COC1=CC=2C=C3C(N(C2C=C1OCCCN1CCCC1)C(CC)CC)CCC3 7-methoxy-N-(pentan-3-yl)-6-[3-(pyrrolidin-1-yl)propoxy]-1H,2H,3H-cyclopenta[b]quinolin